FC1=C2CNCC2=CC(=C1)OC 4-fluoro-6-methoxyisoindolin